CC(C)(C)OC(=O)NCCCC[C@@H](C(=O)O)NC(=O)OCC1C2=CC=CC=C2C3=CC=CC=C13 N-Alpha-Fmoc-N-Epsilon-t-Boc-L-Lysine